FC1(C(CN(CC1)C1=NC2=CC=C(C=C2C=C1C(=O)NC=1OC=C(N1)C(=O)N)F)C)F 2-(2-(4,4-difluoro-3-methylpiperidin-1-yl)-6-fluoroquinoline-3-carboxamido)oxazole-4-carboxamide